FC(OC1=CC(=NN1)NC1=NC(=CN=C1C)OC1CCNCC1)F N-(5-(difluoromethoxy)-1H-pyrazol-3-yl)-3-methyl-6-(piperidin-4-yloxy)pyrazin-2-amine